1-(((methylsulfonyl)oxy)methyl)-5-azaspiro[2.4]heptane-5-carboxylic acid tert-butyl ester C(C)(C)(C)OC(=O)N1CC2(CC2COS(=O)(=O)C)CC1